ClC1=CC=C(C(=N1)C#N)N[C@H](C)C=1C=C(C=C2C(C(=C(OC12)C=1C=NC=NC1)C)=O)C 6-Chloro-3-[[(1R)-1-(3,6-dimethyl-4-oxo-2-pyrimidin-5-yl-chromen-8-yl)ethyl]amino]pyridine-2-carbonitrile